N,N-dimethyl-Valin tert-butyl-4-(3-iodoimidazo[1,2-a]pyridin-7-yl)-3,6-dihydro-2H-pyridine-1-carboxylate C(C)(C)(C)C1N(CC=C(C1)C1=CC=2N(C=C1)C(=CN2)I)C(=O)O.CN([C@@H](C(C)C)C(=O)O)C